C(CCC)SC1=C(C=2C(=NC(=CC2)C2=CC=CC=C2)S1)N 2-(butylthio)-6-phenylthieno[2,3-b]pyridin-3-amine